(3beta)-17-(pyridin-3-yl)androsta-5,16-dien-3-ol N1=CC(=CC=C1)C=1[C@]2(C)[C@@H](CC1)[C@@H]1CC=C3C[C@H](CC[C@]3(C)[C@H]1CC2)O